[Na+].S(=O)(=O)([O-])[O-].C(C=C)OC1=CC=CC=C1.[Na+] allylphenyl ether sulfate sodium salt